N1(C=NC2=C1C=CC=C2)CCCN2CCC(CC2)C=2N=NC1=CC(=CC(=C1C2)F)C=2C=C(C=1N(N2)C=C(N1)C)C 3-{1-[3-(1H-Benzimidazol-1-yl)propyl]piperidin-4-yl}-7-(2,8-dimethylimidazo[1,2-b]pyridazin-6-yl)-5-fluorocinnolin